3-(2-fluoro-4-{[(1H-pyrazol-3-yl)oxy]methyl}phenyl)-5-(trifluoromethyl)-1,2,4-oxadiazole FC1=C(C=CC(=C1)COC1=NNC=C1)C1=NOC(=N1)C(F)(F)F